C1(CC1)C(=O)NC=1C=C2C(=CN=C(C2=CN1)NC)C=1CC(CC1)C(=O)O 3-(6-(cyclopropanecarboxamido)-1-(methylamino)-2,7-naphthyridin-4-yl)cyclopent-3-ene-1-carboxylic acid